3-cycloheptylidene-1-((2-(trimethylsilyl)ethoxy)methyl)-1,3-dihydro-2H-pyrrolo[3,2-c]pyridin-2-one C1(CCCCCC1)=C1C(N(C2=C1C=NC=C2)COCC[Si](C)(C)C)=O